BrC1=C(CC2C(C3=CC=C(C=C3C2)F)=O)C(=CC=C1)F 2-(2-bromo-6-fluorobenzyl)-5-fluoro-2,3-dihydro-1H-inden-1-one